NC=1C2=C(N=CN1)N(C=C2C2=CC=C(C=1N2C=CN1)NC(=O)NC1=CC(=C(C=C1)OC1CCN(CC1)CC)C(F)(F)F)C1CC1 1-(5-(4-amino-7-cyclopropyl-7H-pyrrolo[2,3-d]pyrimidin-5-yl)imidazo[1,2-a]pyridin-8-yl)-3-(4-((1-ethylpiperidin-4-yl)oxy)-3-(trifluoromethyl)-phenyl)urea